2-methoxy-4-[(E)-[(7-methoxy-5-methyl-1,1-dioxo-1,2-benzothiazol-3-yl)-(2-morpholinoethyl)hydrazono]methyl]phenolate hydrochloride Cl.COC1=C(C=CC(=C1)/C=N/N(CCN1CCOCC1)C1=NS(C2=C1C=C(C=C2OC)C)(=O)=O)[O-]